C1(CC1)COC1=CC(=C(C=C1)[C@@H](CC)N1C[C@@H](N(C[C@H]1CC)C=1C2=C(N(C(N1)=O)C)C=CC(=N2)C#N)CC)F 4-((2S,5R)-4-((R)-1-(4-(cyclopropylmethoxy)-2-fluorophenyl)propyl)-2,5-diethylpiperazin-1-yl)-1-methyl-2-oxo-1,2-dihydropyrido[3,2-d]pyrimidine-6-carbonitrile